CC1=C(C=C(C=C1)NC(=O)C1NC(CC1)=O)OC1=NC=CC(=C1)C N-[4-Methyl-3-[(4-methyl-2-pyridinyl)oxy]phenyl]-5-oxo-2-pyrrolidine-carboxamide